C1(=CC=CC=C1)[Si](O[Si](C1=CC=CC=C1)(OC)OC)(OC)OC 1,3-diphenyltetramethoxydisiloxane